C[C@@H]1N[C@@H](C[C@]2(C1)OCCC1=CC=C(C=C12)C#N)C=1N=NN(C1)C (1S,2'S,6'S)-2'-methyl-6'-(1-methyl-1H-1,2,3-triazol-4-yl)spiro[isochroman-1,4'-piperidine]-7-carbonitrile